C(C)(C)(C)OC(=O)N(CCC1=NC(=CC=C1[N+](=O)[O-])OC)CC1=C(C=CC(=C1F)OC(F)(F)F)NC1=C(C(=O)O)C=C(C(=C1)F)F 2-((2-(((tert-Butoxycarbonyl)(2-(6-methoxy-3-nitropyridin-2-yl)ethyl)amino)-methyl)-3-fluoro-4-(trifluoromethoxy)phenyl)amino)-4,5-difluorobenzoic acid